3-methyl-N-(3-((S)-1-((4-methyl-4H-1,2,4-triazol-3-yl)thio)ethyl)phenyl)pyrrolidine-1-carboxamide CC1CN(CC1)C(=O)NC1=CC(=CC=C1)[C@H](C)SC1=NN=CN1C